C1CCC2=C(C=CC=C12)C1=C(C=C2C(=N1)C(=NN2CC2=CC=C(C=C2)OC)C=2C=NC(=CC2)C2CNCC2)OC (2,3-dihydro-1H-inden-4-yl)-6-methoxy-1-(4-methoxybenzyl)-3-(6-(pyrrolidin-3-yl)pyridin-3-yl)-1H-pyrazolo[4,3-b]pyridine